2-methyl-6-[1-(2,2,3,3,3-pentafluoro-propyl)-1H-pyrazol-4-yl]-1-(pyrimidin-5-yl)-7-(trifluoromethyl)-1H,5H-imidazo[1,2-a]pyrimidin-5-one CC=1N(C=2N(C(C(=C(N2)C(F)(F)F)C=2C=NN(C2)CC(C(F)(F)F)(F)F)=O)C1)C=1C=NC=NC1